COC1=CC(=NC=C1C#N)N1C=NC(=C1)CN1C[C@@H](N[C@@H](C1)C=1C(=C2COC(C2=CC1)=O)C)C 4-methoxy-6-(4-(((3S,5R)-3-methyl-5-(4-methyl-1-oxo-1,3-dihydroisobenzofuran-5-yl)piperazin-1-yl)methyl)-1H-imidazol-1-yl)nicotinonitrile